2-methyl-1,3-pentanediol cinnamate C(C=CC1=CC=CC=C1)(=O)O.CC(CO)C(CC)O